7-chloro-5-(m-Tolyl)Imidazolo[1,2-a]Quinoxaline-4(5H)-on ClC=1C=C2N(C(C=3N(C2=CC1)C=CN3)=O)C=3C=C(C=CC3)C